C(CCCCC)OC1=CC=C(C=C1)CC(=O)O 2-(4-(hexyloxy)phenyl)acetic acid